ClC1=CC(=C2C(=N1)N(C=N2)[C@H]2[C@@H]([C@@H]([C@@H]1C[C@H]21)O)O)NCC2CCC2 (1R,2R,3S,4R,5S)-4-(5-chloro-7-((cyclobutylmethyl)amino)-3H-imidazo[4,5-b]Pyridin-3-yl)bicyclo[3.1.0]Hexane-2,3-diol